C1=CC=CC=2C3=CC=CC=C3NC12.[Pb] lead carbazole